disilicon hexachloride [Si]([Si](Cl)(Cl)Cl)(Cl)(Cl)Cl